1,2,4,5-tetrakis((E)-2-(4-pyridyl)vinyl)benzene N1=CC=C(C=C1)/C=C/C1=C(C=C(C(=C1)\C=C\C1=CC=NC=C1)\C=C\C1=CC=NC=C1)\C=C\C1=CC=NC=C1